(3R,6S)-6-((2-((2R,6S)-2,6-bis(3-methylpyridin-2-yl)piperidin-1-yl)ethylamino)methyl)tetrahydro-2H-pyran-3-amine CC=1C(=NC=CC1)[C@@H]1N([C@@H](CCC1)C1=NC=CC=C1C)CCNC[C@@H]1CC[C@H](CO1)N